2-(diphenylmethyl)-1,2-dimethoxypropane C1(=CC=CC=C1)C(C(COC)(C)OC)C1=CC=CC=C1